Cl.N1(N=CC2=CC=CC=C12)C=1C(=NC=CC1)[C@H](CC1=C(C=CC(=N1)C(=O)N(C)C)F)N (S)-6-{2-[3-(1H-indazol-1-yl)pyridine-2-yl]-2-aminoethyl}-5-fluoro-N,N-dimethylpyridine-2-carboxamide hydrochloride